5-phenyl-4,5-dihydro-isoxazole-3-carboxylic acid ethyl ester (ethyl monobenzoate) C(C)C1=C(C(=O)O)C=CC=C1.C(C)OC(=O)C1=NOC(C1)C1=CC=CC=C1